NC1=C(C(=NN1C(C)C)C1=CC=C(C=C1)C(C)C(NC1=NOC(=C1)C(C)(CC(F)(F)F)C)=O)C(=O)N 5-Amino-1-isopropyl-3-[4-(1-[[5-(4,4,4-trifluoro-2-methylbutan-2-yl)-1,2-oxazol-3-yl]carbamoyl]ethyl)phenyl]pyrazole-4-carboxamide